C(C1CO1)C1=C(C(=C(N(CNC2=CC=CC=C2)CC2CO2)C=C1)CC1CO1)CC1CO1 N,N'-tetraglycidyl-methylenedianiline